COC=1C=C(C=CC1OC)C=CCC1=C(C=C(C=C1OCOC)OCOC)O 3-(3,4-Dimethoxyphenyl)-1-[2-hydroxy-4,6-bis(methoxymethoxy)phenyl]prop-2-en